Iridium nitrogen 4-(4-(3-cyclopropylprop-1-ynyl)phenoxy)-1,2,5-oxadiazole-3-carboxylic acid C1(CC1)CC#CC1=CC=C(OC=2C(=NON2)C(=O)O)C=C1.[N].[Ir]